O[C@@H]1C[C@H]2CC[C@H]3[C@@]4(CCC([C@@]4(C)CC[C@@H]3[C@]2(CC1)C)=O)O 3β,14α-dihydroxy-5β-androstan-17-one